((S)-2,2-dimethyltetrahydro-2H-pyran-4-yl)-1-(6-(5-oxo-4,5-dihydro-1,2,4-oxadiazol-3-yl)bicyclo[3.1.0]hex-6-yl)-1H-indole-2-carboxylic acid CC1(OCC[C@@H](C1)C1=C(N(C2=CC=CC=C12)C1(C2CCCC12)C1=NOC(N1)=O)C(=O)O)C